C[Si](C)(C)C#CC1=CC=C(N)C=C1 4-[(trimethylsilyl)ethynyl]aniline